3-iodobenzyl-guanidine IC=1C=C(CNC(=N)N)C=CC1